N,2,5-trimethyl-N-(oxetan-3-yl)Benzamide CN(C(C1=C(C=CC(=C1)C)C)=O)C1COC1